(3R)-3-amino-5-[(4-chlorophenyl)methyl]-8-fluoro-7-[5-(4-oxa-7-azaspiro[2.5]octan-7-yl)-1,3,4-oxadiazol-2-yl]-1,1-dioxo-2,3-dihydro-1lambda6,5-benzothiazepin-4-one N[C@H]1CS(C2=C(N(C1=O)CC1=CC=C(C=C1)Cl)C=C(C(=C2)F)C=2OC(=NN2)N2CCOC1(CC1)C2)(=O)=O